1,3-bis(dichlorophosphinyl)propane ClP(=O)(CCCP(=O)(Cl)Cl)Cl